7-((2-methoxyethoxy)methoxy)-4H-chromen-3-ylboronic acid COCCOCOC1=CC=C2CC(=COC2=C1)B(O)O